tert-butyl 3-(2-(5-(((S)-2-(((benzyloxy)carbonyl)amino)-4-phenylbutanamido)methyl)-2,4-dimethylphenoxy)ethyl)piperidine-1-carboxylate C(C1=CC=CC=C1)OC(=O)N[C@H](C(=O)NCC=1C(=CC(=C(OCCC2CN(CCC2)C(=O)OC(C)(C)C)C1)C)C)CCC1=CC=CC=C1